benzyl (2R,4S)-2-(6-cyclopropylimidazo[1,2-a]pyridin-2-yl)-4-(hydroxymethyl)pyrrolidine-1-carboxylate C1(CC1)C=1C=CC=2N(C1)C=C(N2)[C@@H]2N(C[C@H](C2)CO)C(=O)OCC2=CC=CC=C2